NC=1N(C(C=2N(C=NC2N1)C)=O)CC1=NC(=NO1)[C@@H]1CO[C@H](C1)C1=CC=C(C=C1)Cl 2-amino-1-((3-((3R,5R)-5-(4-chlorophenyl)tetrahydro-furan-3-yl)-1,2,4-oxadiazol-5-yl)methyl)-7-methyl-1,7-dihydro-6H-purin-6-one